C(C1=CC=CC=C1)N(S(=O)(=O)C=1C=NN2C1OCC(C2)N2CC(C2)F)CC2=CC=CC=C2 N,N-dibenzyl-6-(3-fluoroazetidin-1-yl)-6,7-dihydro-5H-pyrazolo[5,1-b][1,3]oxazine-3-sulfonamide